ClC=1C=C2C3=C(NC2=CC1)[C@@H](N(CC3)C3=NC(=NC(=N3)C(F)F)C(F)(F)F)C=C(C)C (1S)-6-chloro-2-[4-(difluoromethyl)-6-(trifluoromethyl)-1,3,5-triazin-2-yl]-1-(2-methylprop-1-en-1-yl)-2,3,4,9-tetrahydro-1H-pyrido[3,4-b]indole